C(C1=CN=CC=C1)(=O)N1CC2=C(C=C(C=C2CC1)C=1C=C2C(=NC1)NC=C2C)[C@H]2N(CCC2)C(=O)OC(C)(C)C tert-butyl (S)-2-(2-nicotinoyl-6-(3-methyl-1H-pyrrolo[2,3-b]pyridin-5-yl)-1,2,3,4-tetrahydroisoquinolin-8-yl)pyrrolidine-1-carboxylate